2-(4-((5-chloro-4-(3-phenylisoxazolidin-2-yl)pyrimidin-2-yl)amino)-1H-pyrazol-1-yl)-N,N-dimethylacetamide ClC=1C(=NC(=NC1)NC=1C=NN(C1)CC(=O)N(C)C)N1OCCC1C1=CC=CC=C1